2-[4-(1-tert-butoxycarbonylazetidin-3-yl)oxy-1-piperidyl]acetic Acid C(C)(C)(C)OC(=O)N1CC(C1)OC1CCN(CC1)CC(=O)O